1,2,3-naphthalenetricarboxylic acid C1(=C(C(=CC2=CC=CC=C12)C(=O)O)C(=O)O)C(=O)O